FC1=CC=2N(C=C1)C(=CN2)C2=C1CNC(C1=C(C=C2)NC2=NC=C(C=C2)N2C[C@@](CCC2)(CN2CCOCC2)O)=O (R)-4-(7-fluoroimidazo[1,2-a]pyridin-3-yl)-7-((5-(3-hydroxy-3-(morpholino-methyl)piperidin-1-yl)pyridin-2-yl)amino)isoindolin-1-one